(S)-5,6,6a,7-Tetrahydro-1,2,9,10-tetramethoxy-6-methyl-4H-dibenzo[de,g]quinoline COC1=C(C=C2CCN([C@H]3CC4=C(C1=C23)C=C(C(=C4)OC)OC)C)OC